1-(5-fluoro-3-methoxypyridin-2-yl)methylamine FC=1C=C(C(=NC1)CN)OC